2-(2-(5-bromo-2-(trifluoromethyl)phenyl)hydrazineylidene)acetaldehyde BrC=1C=CC(=C(C1)NN=CC=O)C(F)(F)F